NC1=CC=C(C=N1)N1C[C@H](CCC1)N(CC1=CC(=NC=C1)OC)CC1=CN2C3=C(C=C(C(=C3C1=O)F)F)OCC2C 6-((((S)-1-(6-aminopyridin-3-yl)piperidin-3-yl)((2-methoxypyridin-4-yl)methyl)amino)methyl)-8,9-difluoro-3-methyl-2H-[1,4]oxazino[2,3,4-ij]quinolin-7(3H)-one